FC=1C=CC(=C(N)C1)B1OC(C(O1)(C)C)(C)C 5-fluoro-2-(4,4,5,5-tetramethyl-1,3,2-dioxaborolan-2-yl)aniline